[W]=O.[Al] aluminum tungsten oxide